OC=1C=C(C=CC1O)CCNC(CCC1=CC=C(C=C1)[O-])C 4-(3-{N-[2-(3,4-dihydroxyphenyl)ethyl]amino}butyl)phenolate